S(=O)(=O)(ON1[C@@H]2CC[C@H](N(C1=O)C2)C(NCC2OCCC2)=N)O.C(C)NC[Si](O[Si](CNCC)(C)C)(C)C 1,3-diethylaminomethyl tetramethyl disiloxane (2S,5R)-7-Oxo-2-(N-((tetrahydrofuran-2-yl) methyl) carbamimidoyl)-1,6-diazabicyclo[3.2.1]octan-6-yl hydrogen sulfate